ClC=1C=CC(=NC1)OC1CCN(CC1)C1=CC(N(C=2C=CC(=NC12)C#N)C)=O 8-(4-((5-chloropyridin-2-yl)oxy)piperidin-1-yl)-5-methyl-6-oxo-5,6-dihydro-1,5-naphthyridine-2-carbonitrile